(cyclobutylmethoxy)propanamide C1(CCC1)COC(C(=O)N)C